N1(CCC1)C(=O)C1=CC=2N=C(N=C(C2O1)N1CCOCC1)NC1=NNC(=C1)C1=CC=CC=C1 azetidin-1-yl-[4-morpholino-2-[(5-phenyl-1H-pyrazol-3-yl)amino]furo[3,2-d]pyrimidin-6-yl]methanone